thieno[2,3-c]pyran-7-methanamine S1C=CC2=C1C(OC=C2)CN